2-(2,6-dioxopyridin-3-yl)-6,7-dihydropyrrolo[3,4-f]isoindole-1,3(2H,5H)-dione O=C1NC(C=CC1N1C(C2=CC=3CNCC3C=C2C1=O)=O)=O